ClC1=CC=C(C=C1)C=1C=C(C(N(N1)C1=CC(=CC=C1)F)=O)C(=O)N[C@H](CO)C (S)-6-(4-chlorophenyl)-2-(3-fluorophenyl)-N-(1-hydroxypropan-2-yl)-3-oxo-2,3-dihydropyridazine-4-carboxamide